NCC#CC1=C(C(=O)OC)C=C(C=C1)N1CC2NC(C1)C2 methyl 2-(3-aminoprop-1-yn-1-yl)-5-(3,6-diazabicyclo[3.1.1]heptan-3-yl)benzoate